CC1=NSC(=C1)S(=O)(=O)N1CCC(CC1)C=1C(=CC=2N(C1)N=CN2)C 3-methyl-5-((4-(7-methyl-[1,2,4]triazolo[1,5-a]pyridin-6-yl)piperidin-1-yl)sulfonyl)isothiazole